tert-butyl ((3R,4S,6R)-4-azido-6-((S)-1-(4-fluorophenyl)-1,2,3,4-tetrahydroisoquinoline-2-carbonyl)tetrahydro-2H-pyran-3-yl)(ethyl)carbamate N(=[N+]=[N-])[C@@H]1[C@H](CO[C@H](C1)C(=O)N1[C@H](C2=CC=CC=C2CC1)C1=CC=C(C=C1)F)N(C(OC(C)(C)C)=O)CC